CC1(OB(OC1(C)C)C1=CC=C(C=C1)NC(OC)=O)C methyl N-[4-(4,4,5,5-tetramethyl-1,3,2-dioxaborolan-2-yl)phenyl]carbamate